C1(=CC=C(C=C1)NC(=O)[C@@H]1CC[C@H]2N1C([C@H](C[C@@H]1[C@H](C2)C1)NC(=O)C1=CC2=C(S1)C=CC(=C2)C(F)(F)P(OCC)(OCC)=O)=O)C2=CC=CC=C2 diethyl ((2-(((3S,6S,7aR,8aS,9aR)-3-([1,1'-biphenyl]-4-ylcarbamoyl)-5-oxodecahydro-1H-cyclopropa[d]pyrrolo[1,2-a]azocin-6-yl)carbamoyl)benzo[b]thiophen-5-yl)difluoromethyl)phosphonate